BrC=1C(=NC=C(C1)C(F)(F)F)N1CCN(CC1)C 1-[3-bromo-5-(trifluoromethyl)-2-pyridyl]-4-methyl-piperazine